N-Bocaminothiazole C(=O)(OC(C)(C)C)NN1CSC=C1